Methoxypropylether COCCCOCCCOC